FC=1C(=NC=CC1)S(=O)(=O)Cl fluoropyridine-2-sulfonyl chloride